3-(1-Acryloylpiperidin-4-yl)-7-amino-1-(4-(2-fluorophenoxy)phenyl)-1,5-dihydro-4H-pyrrolo[2,3-d]pyridazin-4-on C(C=C)(=O)N1CCC(CC1)C1=CN(C=2C(=NNC(C21)=O)N)C2=CC=C(C=C2)OC2=C(C=CC=C2)F